(S)-2-((2-((S)-4-(difluoromethyl)-2-carbonyloxazolidin-3-yl)-5,6-dihydrobenzo[f]pyrazolo[1,5-d][1,4]oxazepin-9-yl)amino)propionamide FC([C@H]1N(C(OC1)=C=O)C1=NN2CCOC3=C(C2=C1)C=CC(=C3)N[C@H](C(=O)N)C)F